[rac-(1R,3S)-3-(tert-butoxycarbonylamino)cyclopentyl]methyl methanesulfonate CS(=O)(=O)OC[C@H]1C[C@H](CC1)NC(=O)OC(C)(C)C |r|